BrC1=CC(=NC(=C1)Cl)N1CCN(CC1)S(=O)(=O)C1=CC=C(C=C1)NC(C1=CC=CC=C1)=O N-[4-[4-(4-bromo-6-chloro-2-pyridinyl)piperazin-1-yl]sulfonylphenyl]benzamide